(E)-2-(7-(trifluoromethyl)chroman-4-ylidene)acetic acid FC(C1=CC=C2\C(\CCOC2=C1)=C\C(=O)O)(F)F